2-bromo-4-(1,1-difluoro-2-hydroxyethoxy)-3-fluorobenzonitrile BrC1=C(C#N)C=CC(=C1F)OC(CO)(F)F